1,2-dimethylOxyethane COCCOC